9-cyclohexyl-N-[4-(morpholinyl)phenyl]-2-(1-naphthoxy)-9H-purin-6-amine C1(CCCCC1)N1C2=NC(=NC(=C2N=C1)NC1=CC=C(C=C1)N1CCOCC1)OC1=CC=CC2=CC=CC=C12